2,4'-dipropylbiphenyl C(CC)C1=C(C=CC=C1)C1=CC=C(C=C1)CCC